disodium cetylsulfate C(CCCCCCCCCCCCCCC)OS(=O)(=O)[O-].[Na+].[Na+].C(CCCCCCCCCCCCCCC)OS(=O)(=O)[O-]